BrC=1C2=C(SC1C(F)(F)P(OCC)(OCC)=O)C(=CC(=C2)C=NS(=O)C(C)(C)C)OCCCC(F)(F)F diethyl ((3-bromo-5-(((tert-butylsulfinyl)imino)methyl)-7-(4,4,4-trifluorobutoxy)benzo[b]thiophen-2-yl)difluoromethyl)phosphonate